[Ni+2].[Cu+2].C(CC(O)(C(=O)[O-])CC(=O)[O-])(=O)[O-] citrate copper-nickel